CN1N=C2C=C(C(=CC2=C1)NC(=O)N1CCC=2C1=NC=CC2N2CC(N(CC2)C(=O)OC(C)(C)C)(C)C)C tert-butyl 4-(1-((2,6-dimethyl-2H-indazol-5-yl)carbamoyl)-2,3-dihydro-1H-pyrrolo[2,3-b]pyridin-4-yl)-2,2-dimethylpiperazine-1-carboxylate